4-(4-cyano-2,3-dihydrobenzofuran-7-yl)-5-cyclopropoxy-2,8-dimethyl-1,4-dihydro-1,6-naphthyridine-3-carboxamide C(#N)C1=CC=C(C2=C1CCO2)C2C(=C(NC1=C(C=NC(=C21)OC2CC2)C)C)C(=O)N